The molecule is a 3-oxo Delta(4)-steroid that is estr-4-ene substituted by an oxo group at position 3, methyl groups at positions 2 and 17 and a beta-hydroxy group at position 17. It is a 3-oxo-Delta(4) steroid and a 17beta-hydroxy steroid. It derives from a hydride of an estrane. C[C@@H]1C[C@@H]2[C@H]3CC[C@]4([C@H]([C@@H]3CCC2=CC1=O)CC[C@]4(C)O)C